O=C1NC(CCC1N1C(C2=CC=C(C=C2C1)N1CCC(CC1)CCCN1CCNCC1)=O)=O 4-(3-(1-(2-(2,6-dioxopiperidin-3-yl)-1-oxoisoindolin-5-yl)piperidin-4-yl)propyl)piperazin